1-(2,4-difluorophenyl)-6-[3-(3-fluorocyclobutyl)-3,6-diazabicyclo[3.1.1]heptan-6-yl]pyrazolo[3,4-d]pyrimidin-4-ol FC1=C(C=CC(=C1)F)N1N=CC=2C1=NC(=NC2O)N2C1CN(CC2C1)C1CC(C1)F